(1R,3aS,3bS,5aR,7S,9aR,9bS,11aR)-1-[(2R)-6-Acetoxy-6-methylheptan-2-yl]-9a,11a-dimethyl-6-oxohexadecahydro-1H-cyclopenta[1,2-i]phenanthren-7-yl acetate C(C)(=O)O[C@@H]1C([C@@H]2CC[C@H]3[C@H]4[C@](CC[C@@H]3[C@]2(CC1)C)([C@H](CC4)[C@H](C)CCCC(C)(C)OC(C)=O)C)=O